N-(3'-(2-aminopyrimidin-4-yl)-2-fluoro-4'-hydroxy-[1,1'-biphenyl]-4-yl)-1-(4-fluorophenyl)-5-(1-methyl-1H-pyrazol-4-yl)-2-oxo-1,2-dihydropyridine-3-carboxamide NC1=NC=CC(=N1)C=1C=C(C=CC1O)C1=C(C=C(C=C1)NC(=O)C=1C(N(C=C(C1)C=1C=NN(C1)C)C1=CC=C(C=C1)F)=O)F